C1C=CC2=CC=CC=C12 3-hydridoindene